ClC1=CC=C(C=C1)C=1N=C2N(C=CC=C2)C1C=1N=NNC1 2-(4-Chlorophenyl)-3-(1H-1,2,3-triazol-4-yl)imidazo[1,2-a]pyridin